C(C)OC(=O)C1=C(SC(=C1C)C=1OC=CN1)NC(=O)N[C@H](C(=O)OC(C)(C)C)C (S)-2-(3-(1-(tert-butoxy)-1-oxopropan-2-yl)ureido)-4-methyl-5-(oxazol-2-yl)thiophene-3-carboxylic acid ethyl ester